C(C(C)C)C=1C=C(C=C)C=C(C1)CC(C)C 3,5-diisobutyl-styrene